(1S,2S)-2-fluoro-N-[3-(2-methoxyphenyl)-1H-pyrazolo[3,4-b]pyridin-6-yl]cyclopropane-1-carboxamide F[C@@H]1[C@@H](C1)C(=O)NC1=CC=C2C(=N1)NN=C2C2=C(C=CC=C2)OC